3-((1-(Pentafluoro-λ6-sulfanyl)-2-phenylpropan-2-yl)-oxy)-propanenitrile FS(CC(C)(C1=CC=CC=C1)OCCC#N)(F)(F)(F)F